C1CCN2CCCC12C=O tetrahydro-1H-pyrrolizine-7a(5H)-carbaldehyde